BrC=1C=CC=2N(C1)C(=CN2)C(F)F 6-bromo-3-(difluoromethyl)imidazo[1,2-a]pyridine